The molecule is an oxo monocarboxylic acid anion that is the monoanion obtained by the deprotonation of the carboxy group of aklanonic acid. It is a conjugate base of an aklanonic acid. It is a conjugate acid of an aklanonate(2-). CCC(=O)CC(=O)C1=C(C2=C(C=C1CC(=O)[O-])C(=O)C3=C(C2=O)C(=CC=C3)O)O